2-octenylsuccinic acid anhydride C(=CCCCCCC)C1C(=O)OC(C1)=O